7-bromo-6-methyl-8-(pyrimidin-2-yl)pyrrolo[1,2-a]pyrazin-1-ol BrC=1C(=C2N(C=CN=C2O)C1C)C1=NC=CC=N1